C(C(CO)OP(=O)([O-])[O-])O.O.[Na+].[Na+] beta-Glycerophosphate disodium salt hydrate